1,3,4-tris(mercaptoethylthio)benzene SCCSC1=CC(=C(C=C1)SCCS)SCCS